F[C@H]1[C@@](COC1)(C)N1CCC(CC1)C=1C=C2C=C(N=CC2=CC1C)NC(=O)[C@H]1CC12COCC2 (1S,2S)-N-(6-(1-((3S,4S)-4-fluoro-3-methyltetrahydrofuran-3-yl)piperidin-4-yl)-7-methylisoquinolin-3-yl)-5-oxaspiro[2.4]heptane-1-carboxamide